FC(C1C(C(OS1(=O)=O)CC)CC)(F)F 1-(trifluoromethyl)-2,3-bis(ethyl)-propanesultone